(5R)-2-[2-(2,2-difluorocyclopropyl)benzene-1-carbonyl]-9,9-dimethyl-8-oxo-2-azaspiro[4.5]dec-6-ene-7-carbonitrile FC1(C(C1)C1=C(C=CC=C1)C(=O)N1C[C@]2(CC1)C=C(C(C(C2)(C)C)=O)C#N)F